C(C)C(C(=O)[O-])CCCC.[K+] potassium (I) 2-ethylhexanoate